N(=[N+]=[N-])[C@]1([C@H]([C@@H]([C@@H](O1)N1C(NC(C=C1)=O)=O)O)O)CO 1-(4-C-Azido-β-D-arabinofuranosyl)-2,4(1H,3H)-pyrimidinedione